Methyl (S)-3-(4-(benzyloxy)phenyl)-2-(2-(1-(3-(3-chlorophenyl)propanoyl)piperidin-4-yl)acetamido)propanoate C(C1=CC=CC=C1)OC1=CC=C(C=C1)C[C@@H](C(=O)OC)NC(CC1CCN(CC1)C(CCC1=CC(=CC=C1)Cl)=O)=O